thiophene compound with ammonia N.S1C=CC=C1